C1(CC1)COC1=C(C=CC(=C1)C(F)(F)F)[N+](=O)[O-] 2-(Cyclopropylmethoxy)-1-nitro-4-(trifluoromethyl)benzene